ClC[Si]1(O[Si](O[Si](O[Si](O1)(C)C)(C)C)(C)C)C chloromethyl-heptamethyl-cyclotetrasiloxane